FC(C)(F)C1(CCC(CC1)NC(=O)[C@H]1CCN(C2(CC2)C1)C(=O)C1=NNC(=C1)C1=CC(=NC=C1F)OC)O (S)-N-((1S,4r)-4-(1,1-difluoroethyl)-4-hydroxycyclohexyl)-4-(5-(5-fluoro-2-methoxypyridin-4-yl)-1H-pyrazole-3-carbonyl)-4-azaspiro[2.5]octane-7-carboxamide